tert-butyl N-[(1R,3S)-3-[7-(6-benzyloxy-3-pyridyl)-6,8-dihydro-5H-[1,2,4]triazolo[4,3-a]pyrazin-3-yl]cyclohexyl]carbamate C(C1=CC=CC=C1)OC1=CC=C(C=N1)N1CC=2N(CC1)C(=NN2)[C@@H]2C[C@@H](CCC2)NC(OC(C)(C)C)=O